NC1=CC=C(C=C1)C=CC(C=CC1=CC=C(C=C1)N)=O 1,5-bis(4-aminophenyl)pentan-1,4-dien-3-one